BrC=1C=CC(=C(C1)N1C=CC(=CC1=O)C(F)(F)F)N1CCN(CC1)C N-(5-bromo-2-(4-methylpiperazin-1-yl)phenyl)-6-oxo-4-(trifluoromethyl)-1,6-dihydropyridine